C[C@@H]1CN(C[C@@H](O1)C)C(=O)C1=NOC(=N1)C=1C(=C(O[C@H]2[C@@H]([C@H]([C@@H]([C@H](O2)C(=O)O)O)O)O)C(=C(C1)F)F)F (2S,3S,4S,5R,6S)-6-(3-(3-((2R,6S)-2,6-dimethylmorpholine-4-carbonyl)-1,2,4-oxadiazol-5-yl)-2,5,6-trifluorophenoxy)-3,4,5-trihydroxytetrahydro-2H-pyran-2-carboxylic acid